[Ru]=O.[Fe] iron ruthenium oxide